COC1=C(C=C(C=C1)OC)C1OC1 2-(2,5-dimethoxyphenyl)oxirane